FC=1C=C(C(=NC1)C)C1=NN2C(N=CC=C2)=C1C(=O)N[C@@H]1CC[C@@H](CC1)O (R)-2-(5-fluoro-2-methylpyridin-3-yl)-N-((cis)-4-hydroxycyclohexyl)pyrazolo[1,5-a]pyrimidine-3-carboxamide